Ethyl 6-(3-cyano-4-isobutoxyphenyl)imidazo[1,2-a]pyridine-2-carboxylate C(#N)C=1C=C(C=CC1OCC(C)C)C=1C=CC=2N(C1)C=C(N2)C(=O)OCC